6-(1,1-dimethylethyl)-3-(methylthio)-1,2,4-triazin CC(C)(C)C1=CN=C(N=N1)SC